3,4-dihydro-6-nitro-1(2H)-naphthalenone [N+](=O)([O-])C=1C=C2CCCC(C2=CC1)=O